FC=1C=2C[C@]3(C[C@H](CC3)NS(=O)(=O)C)C=3OC=C(COC4=CC=CC=C4C(=CC1)C2F)N3 N-[(1'S,14R)-17,20-difluorospiro[8,12-dioxa-21-azatetracyclo[14.3.1.110,13.02,7]henicosa-1(19),2,4,6,10,13(21),16(20),17-octaene-14,3'-cyclopentane]-1'-yl]methanesulfonamide